ClC=1N=C2C=NC(=NC2=NC1)N1CCC2([C@@H]([C@@H](OC2)C)N)CC1 (3S,4S)-8-(6-chloropteridine-2-yl)-3-methyl-2-oxa-8-azaspiro[4.5]decane-4-amine